ClC1=C(C=CC=C1)C1=C(C=CC(=C1)OC([2H])([2H])[2H])S(=O)(=O)N1[C@@H](C[C@@](CC1)(C(=O)N[C@H](C)\C=C/S(=O)(=O)C)F)C (2R,4S)-1-((2'-chloro-5-(methoxy-d3)-[1,1'-biphenyl]-2-yl)sulfonyl)-4-fluoro-2-methyl-N-((R,Z)-4-(methylsulfonyl)but-3-en-2-yl)piperidine-4-carboxamide